NC=1C=C(C=CC1)C(C)(C)C1=CC=C(C=C1)C(C)(C)C1=CC(=CC=C1)N α,α'-bis(3-aminophenyl)-1,4-diisopropylbenzene